(7,8-dichloro-3,4-dihydropyrazino[1,2-b]indazol-2(1H)-yl)-2-hydroxyethan-1-one ClC1=C(C=CC2=C3N(N=C12)CCN(C3)C(CO)=O)Cl